CN1N=C2C(CNCC2)=C1 2-methyl-4,5,6,7-tetrahydro-2H-pyrazolo[4,3-c]pyridine